rac-(3S,4S)-1-benzyl-2'-(2-ethoxypyridin-3-yl)-3-ethyl-7',8'-dihydro-6'H-spiro[piperidine-4,5'-[1,7]naphthyridine] C(C1=CC=CC=C1)N1C[C@H]([C@]2(C=3C=CC(=NC3CNC2)C=2C(=NC=CC2)OCC)CC1)CC |r|